(4-phenylpyridin-2-yl)methyl((2-(2,6-dioxopiperidin-3-yl)-3-oxoisoindolin-5-yl)methyl)carbamate C1(=CC=CC=C1)C1=CC(=NC=C1)OC(N(CC=1C=C2C(N(CC2=CC1)C1C(NC(CC1)=O)=O)=O)C)=O